7-(4-(2,3-dihydro-2-oxobenzo[d]oxazol-5-ylamino)-5-fluoropyrimidin-2-ylamino)-4,5-dihydro-1-methyl-1H-benzo[b]azepin-2(3H)-one trifluoroacetate salt FC(C(=O)O)(F)F.O=C1OC2=C(N1)C=C(C=C2)NC2=NC(=NC=C2F)NC2=CC1=C(N(C(CCC1)=O)C)C=C2